CN(C1=CC=C(C=C1)[N+]#N)C 4-(dimethylamino)benzenediazonium